5-(4-fluoro-2-methoxyphenyl)-7-methyl-N-[4-(morpholin-4-yl)phenyl]-4-oxo-4,5-dihydropyrazolo[1,5-a]pyrazine-3-carboxamide FC1=CC(=C(C=C1)N1C(C=2N(C(=C1)C)N=CC2C(=O)NC2=CC=C(C=C2)N2CCOCC2)=O)OC